N-(5-(4-cyanophenyl)-1,3,4-selenadiazol-2-yl)-4-(2-fluoro-6-methoxyphenyl)-6-methylnicotinamide C(#N)C1=CC=C(C=C1)C1=NN=C([Se]1)NC(C1=CN=C(C=C1C1=C(C=CC=C1OC)F)C)=O